α-methyl-β-cyclopentyl-L-alanine C[C@](N)(CC1CCCC1)C(=O)O